C(=C)(C)C=1C=C(C(C)(C)N=C=O)C=CC1 3-Isopropenyl-α,α-dimethylbenzylisocyanat